2,4-dimethyl-5-((4-(7-(trifluoromethyl)-[1,2,4]triazolo[1,5-a]pyridin-6-yl)piperidin-1-yl)sulfonyl)thiazole CC=1SC(=C(N1)C)S(=O)(=O)N1CCC(CC1)C=1C(=CC=2N(C1)N=CN2)C(F)(F)F